BrC=1C=NN(C1)C1CN(CCC1)C(=O)OC(C)(C)C tert-Butyl 3-(4-bromo-1H-pyrazol-1-yl)piperidine-1-carboxylate